C(C(C)(C)C)(=O)OCN1C=CC2=C1N=C(N=C2Cl)Cl (2,4-dichloro-7H-pyrrolo[2,3-d]pyrimidin-7-yl)methyl pivalate